2-nonadecyl-1-octadecyl-imidazolium tetrakis(pentafluorophenyl)borate FC1=C(C(=C(C(=C1[B-](C1=C(C(=C(C(=C1F)F)F)F)F)(C1=C(C(=C(C(=C1F)F)F)F)F)C1=C(C(=C(C(=C1F)F)F)F)F)F)F)F)F.C(CCCCCCCCCCCCCCCCCC)C=1N(C=C[NH+]1)CCCCCCCCCCCCCCCCCC